NC1=NC(=C(C=C1C=1C=C2CCNC(C2=CC1)=O)C1=CC=C(C=C1)[C@@]12CN(C[C@H]2C1)C)F 6-(2-amino-6-fluoro-5-(4-((1R,5S)-3-methyl-3-azabicyclo[3.1.0]hexan-1-yl)phenyl)pyridin-3-yl)-3,4-dihydroisoquinolin-1(2H)-one